5-(4-Cyclopropyl-1H-imidazol-1-yl)-N-(6-(4-isopropyl-4H-1,2,4-triazol-3-yl)pyridin-2-yl)-4-methyl-2-(methylsulfanyl)benzamide C1(CC1)C=1N=CN(C1)C=1C(=CC(=C(C(=O)NC2=NC(=CC=C2)C2=NN=CN2C(C)C)C1)SC)C